tetrakis(2-mercaptoethyl)benzene SCCC1=C(C(=C(C=C1)CCS)CCS)CCS